4-methyl-2,3,5,6-tetrafluoro-benzyl alcohol CC1=C(C(=C(CO)C(=C1F)F)F)F